BrC=1C=C2C(=CN(C2=CC1)C(CCCP([O-])([O-])=O)=O)/C(=C/C1=C(C=CC(=C1)C#N)OC)/C#N.[Na+].[Na+] disodium (Z)-4-(5-bromo-3-(1-cyano-2-(5-cyano-2-methoxyphenyl) vinyl)-1H-indol-1-yl)-4-oxobutylphosphonate